C(C)(C)(C)OC(=O)N1C[C@@H](CCC1)C(=O)C=1OC(=C(C1)C)C1=C(C=C(C=C1)C(F)(F)F)OC (R)-3-(5-(2-methoxy-4-(trifluoromethyl)phenyl)-4-methylfuran-2-carbonyl)piperidine-1-carboxylic acid tert-butyl ester